tolan-4,4'-dicarboxylic acid C1(=CC=C(C=C1)C(=O)O)C#CC1=CC=C(C=C1)C(=O)O